N(=NC(=O)N1CCCCC1)C(=O)N1CCCCC1 1-(azodicarbonyl)dipiperidine